3-chloro-N-[4-[2-(3-chlorophenyl)ethynyl]-2,6-difluoro-phenyl]-2-methyl-benzenesulfonamide ClC=1C(=C(C=CC1)S(=O)(=O)NC1=C(C=C(C=C1F)C#CC1=CC(=CC=C1)Cl)F)C